C1(CCCCC1)C#CC1=CC(=NC=N1)OC1=C(N=NN1)C(=O)O 5-((6-(cyclohexylethynyl)pyrimidin-4-yl)oxy)-1H-1,2,3-triazole-4-carboxylic acid